FC1=CC(=C(C=C1)[C@H]1[C@@H](O[C@](C1)(C(F)(F)F)C)C(=O)NC1=CC(=NC=C1)S(=O)(=O)C)OC |o1:7,8,10| rel-(2r,3s,5r)-3-(4-fluoro-2-methoxyphenyl)-5-methyl-N-(2-(methylsulfonyl)pyridin-4-yl)-5-(trifluoromethyl)tetrahydrofuran-2-carboxamide